6-(5-Methoxy-2-(trifluoromethyl)phenyl)-2-(pyrimidin-2-yl)-5,6,7,8-tetrahydrophthalazin-1(2H)-one COC=1C=CC(=C(C1)C1CC=2C=NN(C(C2CC1)=O)C1=NC=CC=N1)C(F)(F)F